6-oxo-2,7-diazaspiro[3.4]octane-2-carboxamide O=C1CC2(CN(C2)C(=O)N)CN1